7-((2-chlorophenyl)(morpholino)methyl)quinolin-8-ol ClC1=C(C=CC=C1)C(C1=CC=C2C=CC=NC2=C1O)N1CCOCC1